ClC=1C=C(C=CC1F)[C@H](NC(=O)N1[C@@H](C(NCC1)=O)C)C12CC(C1)(C2)C(F)(F)F (2R)-N-((R)-(3-chloro-4-fluorophenyl)(3-(trifluoromethyl)bicyclo[1.1.1]pentan-1-yl)methyl)-2-methyl-3-oxopiperazine-1-carboxamide